5-((tert-butoxycarbonyl)amino)-1-((2-(trimethylsilyl)ethoxy)methyl)-1H-pyrrolo[3,2-b]pyridine-2-carboxylic acid ethyl ester C(C)OC(=O)C1=CC2=NC(=CC=C2N1COCC[Si](C)(C)C)NC(=O)OC(C)(C)C